C(N)(OC(C1=C(C=CC(=C1)C(C)=NOCC1=CC(=CC=C1)C)Cl)C)=O methyl-(2-chloro-5-[1-(3-methylbenzyloxyimino)-ethyl] benzyl) carbamate